FC1=CC=C2[C@H](N3C(C2=C1)=CN=C3)[C@H]3CCC=1C=CN=CC1[C@@H]3O (7R,8R)-7-((R)-8-Fluoro-5H-imidazo[5,1-a]isoindol-5-yl)-5,6,7,8-tetrahydroisochinolin-8-ol